2-[9-chloro-7-(5-fluoroindol-1-yl)-3,5-dihydro-2H-1,4-benzoxazepin-4-yl]acetonitrile ClC1=CC(=CC=2CN(CCOC21)CC#N)N2C=CC1=CC(=CC=C21)F